(R)-5-(6-chloro-4-pyrimidinyloxy)-15-methyl-11-thia-3,6,14,17-tetraazatetracyclo[8.8.0.02,7.012,18]octadeca-1(10),2(7),3,5,8,12(18)-hexaen-13-one ClC1=CC(=NC=N1)OC=1C=NC=2C=3C=4NC[C@H](NC(C4SC3C=CC2N1)=O)C